N-(2-((5-(4-(aminomethyl)piperidine-1-carbonyl)-1-(4-(3,4-dichlorophenyl)-5-(propylthio)thiazol-2-yl)-3-methyl-1H-pyrazol-4-yl)methyl)phenyl)methane-sulfonamide NCC1CCN(CC1)C(=O)C1=C(C(=NN1C=1SC(=C(N1)C1=CC(=C(C=C1)Cl)Cl)SCCC)C)CC1=C(C=CC=C1)NS(=O)(=O)C